OCC1=C(C=C(C=C1)CN1C(CCC1)=O)OC 1-{[4-(hydroxymethyl)-3-methoxyphenyl]methyl}pyrrolidin-2-one